FC1=CC2=C(CCO2)C=C1[C@H]1[C@@H](C(N(C1)CCO)=O)NC(=O)NC1=CC=C(C=C1)F |o1:10,11| (-)-1-[(3S*,4R*)-4-(6-fluoro-2,3-dihydrobenzofuran-5-yl)-1-(2-hydroxyethyl)-2-oxopyrrolidin-3-yl]-3-(4-fluorophenyl)urea